benzyl (3S,4S)-3-amino-4-ethynylpyrrolidine-1-carboxylate N[C@@H]1CN(C[C@@H]1C#C)C(=O)OCC1=CC=CC=C1